N-(5-Cyano-6-((1-methylpiperidin-4-yl)oxy)pyridin-3-yl)-1-(isochinolin-4-yl)-5-(trifluoromethyl)-1H-pyrazol-4-carboxamid C(#N)C=1C=C(C=NC1OC1CCN(CC1)C)NC(=O)C=1C=NN(C1C(F)(F)F)C1=CN=CC2=CC=CC=C12